ClC=1C=C2C(=CC(=CC2=CC1)C1=C(N)C=CC=C1)OC 2-(6-chloro-4-methoxynaphthalen-2-yl)aniline